2-(2-pyrazinyl)-pyrimidine N1=C(C=NC=C1)C1=NC=CC=N1